1-methyl-2-oxopyridin-4-ylboronic acid CN1C(C=C(C=C1)B(O)O)=O